C1(CC1)CNCC[C@H]1[C@@H]([C@H](CC=2NC3=CC=CC=C3C12)C1=CC=C(C=C1)OC)N (2R,3R,4R)-4-{2-[(Cyclopropylmethyl)amino]ethyl}-2-(4-methoxyphenyl)-2,3,4,9-tetrahydro-1H-carbazol-3-amine